BrC1=NN(C(=C1)C(=O)NC1=C(C=C(C=C1CSNC)Cl)C)C1=NC=CC=C1Cl 3-bromo-N-[4-chloro-2-methyl-6-[(methylamino)sulfanylmethyl]phenyl]-1-(3-chloro-2-pyridinyl)-1H-pyrazole-5-carboxamide